N2-tert-butyl-6-cyclopropyl-7-{4-[(methylsulfonyl)amino]phenyl}-3,4-dihydropyrrolo[1,2-a]pyrazine-2,8(1H)-dicarboxamide C(C)(C)(C)NC(=O)N1CC=2N(CC1)C(=C(C2C(=O)N)C2=CC=C(C=C2)NS(=O)(=O)C)C2CC2